S(=O)(=O)([O-])[O-].[Ni+2] Nickel(II) sulfat